N-[6-[(8-chloro-1,5-dioxo-spiro[2H-imidazo[1,5-a]pyridine-3,3'-azetidine]-6-yl)amino]pyrimidin-4-yl]cyclopropanecarboxamide hydrochloride Cl.ClC1=C2N(C(C(=C1)NC1=CC(=NC=N1)NC(=O)C1CC1)=O)C1(CNC1)NC2=O